(R)-3-tert-butoxycarbonylaminocyclohexanone C(C)(C)(C)OC(=O)N[C@H]1CC(CCC1)=O